SC(CC(=O)OCCOCCOC(CC(C1=CC=CC=C1)S)=O)C1=CC=CC=C1 diethylene glycol bis(3-mercapto-3-phenylpropionate)